COC(=O)C1=CC=2C3=C(NC2C(=C1)OCCCN1CCOCC1)C=C(N=C3)C3=CC(=NN3C)C 3-(1,3-dimethyl-1H-pyrazol-5-yl)-6-(3-morpholinylpropoxy)-5H-pyrido[4,3-b]indole-8-carboxylic acid methyl ester